1-(3-fluorobicyclo[1.1.1]pentan-1-yl)-N-((2-((4-(5-(3-(trifluoromethyl)pyrrolidin-1-yl)pyridin-3-yl)-1H-1,2,3-triazol-1-yl)methyl)imidazo[1,2-a]pyridin-6-yl)methyl)methylamine FC12CC(C1)(C2)CNCC=2C=CC=1N(C2)C=C(N1)CN1N=NC(=C1)C=1C=NC=C(C1)N1CC(CC1)C(F)(F)F